1,2,4,5-tetrakis((oxiran-2-ylmethoxy)methyl)benzene O1C(C1)COCC1=C(C=C(C(=C1)COCC1OC1)COCC1OC1)COCC1OC1